(S)-(1,3-dimethyl-azetidin-3-yl)-(4-isopropyl-phenyl)-(2-pyrrolidin-1-yl-pyridin-4-yl)-methanol CN1CC(C1)(C)[C@@](O)(C1=CC(=NC=C1)N1CCCC1)C1=CC=C(C=C1)C(C)C